C1(CC1)CN1C(=CC=2C1=NC(=CC2)OC)C2=NC1=C(N2C)C(=CC(=C1)C(=O)O)OC 2-(1-(cyclopropylmethyl)-6-methoxy-1H-pyrrolo[2,3-b]pyridin-2-yl)-7-methoxy-1-methyl-1H-benzo[d]imidazole-5-carboxylic acid